ClC1=C(C=C(OC2=C(C=C(C=C2F)CO)F)C=C1)C(F)(F)F (4-(4-chloro-3-(trifluoro-methyl)phenoxy)-3,5-difluoro-phenyl)methanol